COC1=CC=C(C=C1)C=1C2=CC=C(N2)C(=C2C=CC(C(=C3C=CC(=C(C=4C=CC1N4)C4=CC=C(C=C4)OC)N3)C3=CC=C(C=C3)OC)=N2)C2=CC=C(C=C2)OC.[Co] cobalt 5,10,15,20-tetrakis(4-methoxyphenyl)porphyrin